C(C)(C)(C)OC(=O)N1C[C@H](CC1)[C@@H](C(=O)O)CC1=CC(=CC(=C1)N1C(CC2=CC=CC=C12)=O)F (2S)-2-[(3R)-1-tert-Butoxycarbonylpyrrolidin-3-yl]-3-[3-fluoro-5-(2-oxoindol-1-yl)phenyl]propionic acid